FC(CO[B-](OCC(F)(F)F)(OCC(F)(F)F)OCC(F)(F)F)(F)F.[Li+] lithium tetrakis(2,2,2-trifluoroethoxy)borate